C(C)OC(=O)[C@@H]1[N@@]([C@H]1C1COC1)C(C1=CC=CC=C1)C1=CC=CC=C1.FC1=C(C=CC(=C1)OC)C=1C=C(C=NC1)C(=O)NC1=C(C=CC(=C1)C(N[C@@H]1[C@H](CCCC1)O)=O)C |&1:6| 5-(2-Fluoro-4-methoxyphenyl)-N-(5-{[(1S,2S)-2-hydroxycyclohexyl]carbamoyl}-2-methylphenyl)pyridine-3-carboxamide Racemic-ethyl-trans-1-benzhydryl-3-(oxetan-3-yl)aziridine-2-carboxylate